3-AMINO-4-CYCLOPROPOXYBENZALDEHYDE NC=1C=C(C=O)C=CC1OC1CC1